p-amyl-phenol C(CCCC)C1=CC=C(C=C1)O